C1(CCCCC1)C1CCC(CC1)C1CCCCC1 1,4-dicyclohexyl-cyclohexane